FC1=CC=C2CC(C2=C1)NC(OC(C)(C)C)=O tert-butyl (4-fluorobicyclo[4.2.0]octa-1,3,5-trien-7-yl)carbamate